(Z)-3-fluoro-4-(4-(3-fluorophenyl)-6-(trifluoromethyl)-1H-benzo[d]imidazol-1-yl)but-2-en-1-amine F\C(=C/CN)\CN1C=NC2=C1C=C(C=C2C2=CC(=CC=C2)F)C(F)(F)F